NC(C(=O)N1CC2=C(N=C(N=C2OC2=C(C=C(C#N)C=C2C)C)NC2=CC=C(C=C2)C#N)CC1)CC1=CN=CN1 4-((6-(2-amino-3-(1H-imidazole-5-yl)propanoyl)-2-((4-cyanophenyl)amino)-5,6,7,8-tetrahydropyrido[4,3-d]pyrimidine-4-yl)oxy)-3,5-dimethylbenzonitrile